FC=1C=CC(=NC1)CN1CCN(C2=CC=CC=C12)C(=O)NCC1CCN(CC1)C(=O)OC(C)(C)C tert-Butyl 4-((4-((5-fluoropyridin-2-yl)methyl)-1,2,3,4-tetrahydroquinoxaline-1-carboxamido)methyl)piperidin-1-carboxylate